C(#N)C=1C=NN2C1C(=CC(=C2)OCC(C)(C)O)C=2N=CC(=NC2)N2[C@@H]1CC3CC(C[C@@H]2C3)(C1)C(=O)NC=1C=NC(=CC1)OC (1R,3S,5s,7s)-2-(5-(3-cyano-6-(2-hydroxy-2-methylpropyloxy)pyrazolo[1,5-a]pyridin-4-yl)pyrazin-2-yl)-N-(6-methoxypyridin-3-yl)-2-azaadamantan-5-carboxamide